C1(CC1)C=1C=C(C=2N(C1)C=C(N2)CN2N=NC(=C2)CN)N2C=NN=C2 (1-((6-cyclopropyl-8-(4H-1,2,4-triazol-4-yl)imidazo[1,2-a]pyridin-2-yl)methyl)-1H-1,2,3-triazol-4-yl)methanamine